5-(4-(4,4-difluoro-piperidine-1-carbonothioyl)-2-fluoro-phenyl)-7-(4-fluoro-phenyl)benzofuran FC1(CCN(CC1)C(=S)C1=CC(=C(C=C1)C=1C=C(C2=C(C=CO2)C1)C1=CC=C(C=C1)F)F)F